C1=CC=CC2=CC=C(C=C12)N 7-naphthalene-amine